OC1=CC=C2C=CN=CC2=C1C=O 7-HYDROXYISOQUINOLINE-8-CARBALDEHYDE